1,3-dibutyl-4,5-dimethylimidazolium-2-carboxylate C(CCC)N1C(=[N+](C(=C1C)C)CCCC)C(=O)[O-]